FC1=CC=C2C(=CNC2=C1)C1CN(CC1C)CCCC1=NN=CN1C(C)C 6-fluoro-3-(4-methyl-1-(3-(4-(prop-2-yl)-4H-1,2,4-triazol-3-yl)propyl)pyrrolidin-3-yl)-1H-indole